ClC=1C(=C2C(=CN1)NC(=C2)C(=O)NC2CC[Si](CC2)(C)C)F 5-chloro-N-(1,1-dimethylsilacyclohex-4-yl)-4-fluoro-1H-pyrrolo[2,3-c]pyridine-2-carboxamide